ClC1=CC(=C(C=N1)N1C(O[C@]2(C1)C[C@@](CCC2)(C)CN2C=NC1=C2C=C(C=C1)C#N)=O)C 1-(((5s,7s)-3-(6-chloro-4-methylpyridin-3-yl)-7-methyl-2-oxo-1-oxa-3-azaspiro[4.5]decan-7-yl)methyl)-1H-benzo[d]imidazole-6-carbonitrile